Natrium sulfat-Hydrat O.S(=O)(=O)([O-])[O-].[Na+].[Na+]